C(=O)[O-].C(CC1=CC=CC=C1)SC(CC1=CC=CC=C1)OC(C(=O)OC1CC2CCC(C1)[N+]21CCCC1)(C1=CC=CC=C1)C1=CC=CC=C1 3-(2-(1-(phenethylthio)-2-phenylethoxy)-2,2-diphenylacetoxy)spiro[bicyclo[3.2.1]octane-8,1'-pyrrolidin]-8-ium formate